(E)-2,4-difluoro-N-(2-methoxy-5-(4-(4-(4-oxopent-2-enoyl)piperazine-1-yl)quinazolin-6-yl)pyridin-3-yl)benzenesulfonamide hydrobromide Br.FC1=C(C=CC(=C1)F)S(=O)(=O)NC=1C(=NC=C(C1)C=1C=C2C(=NC=NC2=CC1)N1CCN(CC1)C(\C=C\C(C)=O)=O)OC